2-(5-methoxy-1H-indol-3-yl)-N,N-bis(methyl-d3)ethan-1-amine-1,2-d2 COC=1C=C2C(=CNC2=CC1)C(C(N(C([2H])([2H])[2H])C([2H])([2H])[2H])[2H])[2H]